1-(3-((5-chloro-2-((5-chloro-2-methoxy-4-(4-methylpiperazin-1-yl)phenyl)amino)pyrimidin-4-yl)amino)pyridin-2-yl)imidazolidin-2-one ClC=1C(=NC(=NC1)NC1=C(C=C(C(=C1)Cl)N1CCN(CC1)C)OC)NC=1C(=NC=CC1)N1C(NCC1)=O